(2-(1,2-dimethylpyrrolidin-2-yl)vinyl)sulfonyl((1,2,3,5,6,7-hexahydro-s-indacen-4-yl)carbamoyl)amide CN1C(CCC1)(C)C=CS(=O)(=O)[N-]C(NC1=C2CCCC2=CC=2CCCC12)=O